tungsten-molybdenum-zinc [Zn].[Mo].[W]